4-[2-(2-fluorophenyl)-1,3-dithian-2-yl]-4-hydroxy-piperidine-1-carboxylic acid tert-butyl ester C(C)(C)(C)OC(=O)N1CCC(CC1)(O)C1(SCCCS1)C1=C(C=CC=C1)F